5-((2,6-Diethyl-3,4-dihydroquinolin-1(2H)-yl)sulfonyl)-2-oxiranylbenzyl Acetate C(C)(=O)OCC1=C(C=CC(=C1)S(=O)(=O)N1C(CCC2=CC(=CC=C12)CC)CC)C1OC1